The molecule is a very long-chain fatty acid anion that is the conjugate base of tricosanoic acid, obtained by deprotonation of the carboxy group; major species at pH 7.3. It is a very long-chain fatty acid anion, a straight-chain saturated fatty acid anion and a fatty acid anion 23:0. It is a conjugate base of a tricosanoic acid. CCCCCCCCCCCCCCCCCCCCCCC(=O)[O-]